tert-butyl 2-chlorospiro[6,7-dihydrothieno[3,2-c]pyran-4,4'-piperidine]-1'-carboxylate ClC1=CC2=C(CCOC23CCN(CC3)C(=O)OC(C)(C)C)S1